ClC=1C=C(C=CC1Cl)C=1N=C(SC1SC(C)C)N1N=C(C(=C1C(=O)O)C1=CNN=C1)C 2-(4-(3,4-dichlorophenyl)-5-(isopropylthio)thiazol-2-yl)-5-methyl-4,4'-bi(2H-pyrazole)-3-carboxylic acid